2-(2,4-dimethyl-3-cyclohexen-1-yl)-5-methyl-5-(1-methylpropyl)-1,3-di-oxane CC1C(CCC(=C1)C)C1OCC(CO1)(C(CC)C)C